C(C1=CC=C(C=C1)OC)(=O)OCCCO 3-hydroxypropyl anisoate